1-benzyl-4-(3-methyl-oxetan-3-yl)piperazine C(C1=CC=CC=C1)N1CCN(CC1)C1(COC1)C